(S)-1-(oxetan-2-ylmethyl)-2-(2,3,6-trifluoro-4-(6-((4-(trifluoromethyl)thiazol-2-yl)methoxy)pyridin-2-yl)benzyl)-1H-benzo[d]imidazole-6-carboxylic acid O1[C@@H](CC1)CN1C(=NC2=C1C=C(C=C2)C(=O)O)CC2=C(C(=C(C=C2F)C2=NC(=CC=C2)OCC=2SC=C(N2)C(F)(F)F)F)F